OCCN(CCCCCCCCCCCC)CCO bis(2-Hydroxyethyl)laurylamine